methyl (S)-4-(((3,6-dioxo-1-tetradecylpiperazin-2-yl)methyl)carbamoyl)benzoate O=C1[C@@H](N(C(CN1)=O)CCCCCCCCCCCCCC)CNC(=O)C1=CC=C(C(=O)OC)C=C1